methyl (2-diazoacetyl)-L-leucinate [N+](=[N-])=CC(=O)N[C@@H](CC(C)C)C(=O)OC